COC(=O)C1=NC2=CC=CC=C2C(=C1)OC 4-Methoxyquinoline-2-carboxylic acid methyl ester